FC(C(=O)NC1=CC=C(C=C1)OC1=CC=CC=C1)(F)F 2,2,2-trifluoro-N-(4-phenoxyphenyl)acetamide